BrC1=CC=C(C=C1)NC(C)C(CC)=O 2-((4-bromophenyl)amino)pentan-3-one